2-bromo-1-(indol-1-yl)-2-methylpropane-1-one BrC(C(=O)N1C=CC2=CC=CC=C12)(C)C